tert-Butyl 3-(2-(3-(4-bromo-6-chloro-1-(tetrahydro-2H-pyran-2-yl)-1H-indazol-5-yl)propyl)-2H-1,2,3-triazol-4-yl)piperidine-1-carboxylate BrC1=C2C=NN(C2=CC(=C1CCCN1N=CC(=N1)C1CN(CCC1)C(=O)OC(C)(C)C)Cl)C1OCCCC1